The molecule is the conjugate base of 1-guanidino-1-deoxy-scyllo-inositol 4-phosphate having a dianionic phosphate group and a protonated guanidine; major species at pH 7.3. It is a conjugate base of a 1-guanidino-1-deoxy-scyllo-inositol 4-phosphate. [C@H]1([C@H](C([C@H]([C@@H](C1[NH+]=C(N)N)O)O)OP(=O)([O-])[O-])O)O